P(Cl)(Cl)Cl.[As] arsenic phosphorus trichloride